COC1=CC(=C(C=C1OC)NC(=O)C=1OC2=CC=CC=C2C(C1)=O)C(NC1=CC=C(C=C1)CCNCC1=CC2=C(N(C(N2C)=O)C)C=C1)=O N-(4,5-Dimethoxy-2-((4-(2-(N-((1,3-dimethyl-2-oxo-2,3-dihydro-1H-benzo[d]imidazol-5-yl)methyl)amino)ethyl)phenyl)carbamoyl)phenyl)-4-oxo-4H-chromene-2-carboxamide